2-fluoro-4-nitropyrrole FC=1NC=C(C1)[N+](=O)[O-]